CN(CCOC=1C=CC(=C(C(=O)N[C@H](C)C2=CC(=NC3=CC=CC=C23)C2=CN=CN2C)C1)C)C (R)-5-(2-(dimethylamino)ethoxy)-2-methyl-N-(1-(2-(1-methyl-1H-imidazol-5-yl)quinolin-4-yl)ethyl)benzamide